C=C(C)C1=C(C=NO1)N 5-(prop-1-en-2-yl)-1,2-oxazol-4-amine